(4-(3-Phenyl-5,6-dihydroimidazo[1,2-d]pyrido[3,2-f][1,4]oxazepin-2-yl)phenyl)methanol C1(=CC=CC=C1)C1=C(N=C2N1CCOC1=C2C=CC=N1)C1=CC=C(C=C1)CO